C(C)(C)SC1=NC=CC=C1C=1C=C2CCN(C(C2=CC1)=O)CC(=O)O [6-(2-isopropylsulfanyl-pyridin-3-yl)-1-oxo-3,4-dihydro-1H-isoquinolin-2-yl]-acetic acid